C(C)(C)(C)OC(N[C@H](C)C1=CC(=CC(=C1)C=1C=NN(C1)C)OCC(=O)NC)=O N-[(1R)-1-[3-[2-(methylamino)-2-oxo-ethoxy]-5-(1-methylpyrazol-4-yl)phenyl]ethyl]carbamic acid tert-butyl ester